(2,4-dimethoxyphenyl)-2'-(4-hydroxy-3-methoxybenzoyl)-1',2',5',6',7',7a'-hexahydro-2H-spiro[acenaphthylene-1,3'-pyrrolizin]-2-one COC1=C(C=CC(=C1)OC)C1C(C2(N3CCCC13)C(C1=CC=CC3=CC=CC2=C13)=O)C(C1=CC(=C(C=C1)O)OC)=O